[W].[Mo] molybdenum-tungsten